2-(3-Cyclopentyl-1-(2-((methylamino)methyl)benzyl)ureido)-N-(2'-oxo-1,1',2',3-tetrahydrospiro[indene-2,3'-pyrrolo[2,3-b]pyridin]-5-yl)acetamide C1(CCCC1)NC(N(CC1=C(C=CC=C1)CNC)CC(=O)NC=1C=C2CC3(C(NC4=NC=CC=C43)=O)CC2=CC1)=O